1-fluoro-2-isothiocyanato-4-(trifluoromethyl)benzene FC1=C(C=C(C=C1)C(F)(F)F)N=C=S